IC=1C=NN(C1)C1CCC(CC1)CNC(OC(C)(C)C)=O tert-Butyl [4-(4-iodo-1H-pyrazol-1-yl)cyclohexyl]methylcarbamate